ClCC(=O)N(C1=CC2=C(OCCO2)C=C1)CC1=CC=C(C(=O)O)C=C1 4-((2-Chloro-N-(2,3-dihydrobenzo[b][1,4]dioxin-6-yl)acetamido)methyl)benzoic acid